CN1C(CCCC1)=O 1-methyl-2-oxopiperidin